NC=1C=C2C=C(C=C(C2=CC1)O)S(=O)(=O)O 6-amino-1-hydroxy-3-naphthalenesulfonic acid